glutamine dilaurate C(CCCCCCCCCCC)(=O)O.C(CCCCCCCCCCC)(=O)O.N[C@@H](CCC(N)=O)C(=O)O